C(C)C1=NC(=CC=2C3=CC=CC=C3NC12)C(=O)O ethyl-β-carboline-3-carboxylic acid